1-cyclopropyl-1,3-dihydrobenzo[c]isothiazole 2,2-dioxide C1(CC1)N1S(CC2=C1C=CC=C2)(=O)=O